ClC1=NC=C(C(=C1)C1=C(C=NC(=C1)C)C(=O)NC=1SC(=NN1)OC[C@H]1OCC1)OC (S)-2'-chloro-5'-methoxy-6-methyl-N-(5-(oxetan-2-ylmethoxy)-1,3,4-thiadiazol-2-yl)-(4,4'-bipyridine)-3-carboxamide